7-(2-{6-chloroimidazo[1,2-a]pyridin-3-yl}pyrimidin-4-yl)-hexahydro-1H-[1,3]oxazolo[3,4-a]pyrazin-3-one ClC=1C=CC=2N(C1)C(=CN2)C2=NC=CC(=N2)N2CC1N(CC2)C(OC1)=O